2-(Octadecyloxymethyl)pyridine C(CCCCCCCCCCCCCCCCC)OCC1=NC=CC=C1